FC(C(F)(F)F)(C1C2C=CC(C1)C2)F 5-pentafluoroethyl-bicyclo[2.2.1]hept-2-ene